ClC1=NC2=CC=CC=C2C(=N1)C=1C(NC(C1C1=CNC2=CC=CC=C12)=O)=O 3-(2-chloroquinazolin-4-yl)-4-(1H-indol-3-yl)-2,5-dihydro-1H-pyrrole-2,5-dione